2-methylimidazolealdehyde CC1(N=CC=N1)C=O